FC(C(=O)O)(F)F.FC=1C=2N(C=C(C1)NC(=O)C1=CC=C(C3=CN(N=C13)CC13CC(C1)(C3)O)N3CCNCC3)C=C(N2)C N-{8-fluoro-2-methylimidazo[1,2-a]pyridin-6-yl}-2-({3-hydroxybicyclo[1.1.1]pentan-1-yl}methyl)-4-(piperazin-1-yl)indazole-7-carboxamide 2,2,2-trifluoroacetate